BrC1=CC=C(C=C1)[C@@](C(=O)OC(C)C)(CC(C(F)(F)F)(C)C)N[S@@](=O)C(C)(C)C isopropyl (R)-2-(4-bromophenyl)-2-(((S)-tert-butylsulfinyl)amino)-5,5,5-trifluoro-4,4-dimethylpentanoate